C(CCCCCCCCCCC)N1CCN(CC1)CC(C(C)O)O 4-(4-dodecyl-1-piperazinyl)-2,3-butanediol